2-chloro-5-methoxy-N-(4-(1-(2,2,2-trifluoroethyl)-4-(trifluoromethyl)-1H-imidazol-2-yl)benzyl)pyrimidin-4-amine ClC1=NC=C(C(=N1)NCC1=CC=C(C=C1)C=1N(C=C(N1)C(F)(F)F)CC(F)(F)F)OC